(4-chlorobenzylidene)thiazolidine-2,4-dione ClC1=CC=C(C=C2C(NC(S2)=O)=O)C=C1